C[Si](CCOCN1N=CC2=CC=C(C=C12)C=1C=C(C(=O)O)C=CC1)(C)C 3-(1-((2-(trimethylsilyl)ethoxy)methyl)-1H-indazol-6-yl)benzoic acid